ClC=1C=C(C(=O)NC2=C3C(N(C=NC3=CC=C2)CC2=CC(=CC=C2)C#N)=O)C=C(C1O)Cl 3,5-dichloro-N-(3-(3-cyanobenzyl)-4-oxo-3,4-dihydroquinazolin-5-yl)-4-hydroxybenzamide